5-chloro-1-(4-fluorobenzyl)-4-(2-oxoethyl)-1H-pyrazole-3-carboxylic acid ethyl ester C(C)OC(=O)C1=NN(C(=C1CC=O)Cl)CC1=CC=C(C=C1)F